C1(CC1)CN1CC[C@]23CCN(CC[C@]2([C@H]1CC1=CC=C(C=C13)O)O)C(CN1N=C3C=CC=CC3=C1)=O 1-((5aS,6R,11bR)-14-(cyclopropylmethyl)-5a,10-dihydroxy-1,2,5,5a,6,7-hexahydro-6,11b-(epiminoethano)naphtho[1,2-d]azepin-3(4H)-yl)-2-(2H-indazol-2-yl)ethan-1-one